N-(1-((2S,3R,4R,5R)-3-fluoro-4-hydroxy-5-(hydroxymethyl)tetrahydrofuran-2-yl)-2-oxo-1,2-dihydropyrimidin-4-yl)-6-methylpyrazine-2-carboxamide F[C@H]1[C@H](O[C@@H]([C@H]1O)CO)N1C(N=C(C=C1)NC(=O)C1=NC(=CN=C1)C)=O